OCCC=1C=C(C(=O)N(C2=CC=CC=C2)C)C=CC1 3-(2-hydroxyethyl)-N-methyl-N-phenylbenzamide